5-benzyl-N-(1-methyl-2-oxo-2,3,4,5-tetrahydro-1H-imidazo[1,5-a][1,3]diazepin-3-yl)-1H-1,2,4-triazole-3-carboxamide C(C1=CC=CC=C1)C1=NC(=NN1)C(=O)NC1C(N(C=2N(CC1)C=NC2)C)=O